FC(C=1C=C(C=CC1)C=1C=C2C(=NC1)N(C(N2CC(=O)N(C)C)=O)C)F 2-[6-[3-(difluoromethyl)phenyl]-3-methyl-2-oxo-imidazo[4,5-b]pyridin-1-yl]-N,N-dimethyl-acetamide